N-(4-(9,9'-spirobi[fluoren]-1-yl-1',2',3',4',5',6',7',8'-d8)phenyl)-5'-phenyl-[1,1':3',1''-terphenyl]-2'-amine C1(=CC=CC=2C3=CC=CC=C3C3(C12)C1=C(C(=C(C(=C1C=1C(=C(C(=C(C13)[2H])[2H])[2H])[2H])[2H])[2H])[2H])[2H])C1=CC=C(C=C1)NC1=C(C=C(C=C1C1=CC=CC=C1)C1=CC=CC=C1)C1=CC=CC=C1